FC(C=1C=C(CN(C2CCC3=CC(=CC=C23)/C=C/C(=O)OCC)C(=O)OC(C)(C)C)C=C(C1)C(F)(F)F)(F)F ethyl (E)-3-(1-((3,5-bis(trifluoromethyl)benzyl)(tert-butoxycarbonyl)amino)-2,3-dihydro-1H-inden-5-yl)acrylate